OC1CN(C1)C1=CC(=CC(=N1)N1CC2(C=3C=NC(=CC31)NC(C)=O)CC2)C N-(1'-(6-(3-hydroxyazetidin-1-yl)-4-methylpyridin-2-yl)-1',2'-dihydrospiro[cyclopropane-1,3'-pyrrolo[3,2-c]pyridin]-6'-yl)acetamide